COC=1C=2N(C=NC1OC)N=CC2C(=O)O 4,5-Dimethoxypyrazolo[1,5-c]pyrimidine-3-carboxylic acid